F[P-](F)(F)(F)(F)F.CN(C)[PH+](N(C)C)N(C)C [tris-(dimethylamino)]phosphonium hexafluorophosphate